C(C)(C)(C)OC(NCC(=C(F)F)CN1N=NN(C1=O)C1=CC(=CC=C1)Br)=O (2-((4-(3-bromophenyl)-5-oxo-4,5-dihydro-1H-tetrazol-1-yl)methyl)-3,3-difluoroallyl)carbamic acid tert-butyl ester